ClC1=C(OC2=NC=C(C(=C2)S(=O)(=O)NC2CS(C2)(=O)=O)O)C(=CC(=C1)N1N=C(C(NC1=O)=O)C(F)F)Cl 2-(2,6-dichloro-4-(6-(difluoromethyl)-3,5-dioxo-4,5-dihydro-1,2,4-triazin-2(3H)-yl)phenoxy)-N-(1,1-dioxidothietan-3-yl)-5-hydroxypyridine-4-sulfonamide